{2-[3-chloro-4-(2-morpholin-4-yl-ethoxy)-phenylamino]-5-methyl-pyrimidin-4-ylamino}-3H-benzooxazol-2-one ClC=1C=C(C=CC1OCCN1CCOCC1)NC1=NC=C(C(=N1)NN1C(OC2=C1C=CC=C2)=O)C